(2R,3S,4s,5R)-3-(3,4-difluoro-2-methoxyphenyl)-4,5-dimethyl-5-(trifluoromethyl)tetrahydrofuran-2-carboxylic acid FC=1C(=C(C=CC1F)[C@H]1[C@@H](O[C@]([C@H]1C)(C(F)(F)F)C)C(=O)O)OC